tert-butyl 3-(3-((3S,4R)-1-(2-methoxyethyl)-4-phenylpyrrolidin-3-yl)ureido)-2-phenyl-4,6-dihydropyrrolo[3,4-c]pyrazole-5(2H)-carboxylate COCCN1C[C@H]([C@@H](C1)C1=CC=CC=C1)NC(NC1=C2C(=NN1C1=CC=CC=C1)CN(C2)C(=O)OC(C)(C)C)=O